C(C)(C)(C)C=1N=CN(C1)C1=CC=C(C=C1)C(=O)N1CCN(CC1)C=1OC=2C(=NC(=CC2)C)N1 [4-(4-tert-Butylimidazol-1-yl)phenyl]-[4-(5-methyloxazolo[4,5-b]pyridin-2-yl)piperazin-1-yl]methanon